ClCCC[Si](OCCC)(OCCC)CCCC chloropropyl-butyl-dipropoxysilane